tert-butyl ((S)-(4,4-difluorocyclohexyl)(7-((S)-1-((3-(1,3-dioxoisoindolin-2-yl)-2,2-difluoropropyl-1,1,3,3-d4)amino)-2-methoxyethyl)imidazo[1,2-b]pyridazin-2-yl)methyl)carbamate FC1(CCC(CC1)[C@@H](C=1N=C2N(N=CC(=C2)[C@@H](COC)NC(C(C([2H])([2H])N2C(C3=CC=CC=C3C2=O)=O)(F)F)([2H])[2H])C1)NC(OC(C)(C)C)=O)F